FC=1C=C2CCOC(C2=C(C1)C(C(=O)O)N1CC(C1)OCCCCCC1=NC=2NCCCC2C(=C1)OC)(C)C 2-(6-fluoro-1,1-dimethylisochroman-8-yl)-2-(3-(5-(4-methoxy-5,6,7,8-tetrahydro-1,8-naphthyridin-2-yl)pentyloxy)azetidin-1-yl)acetic acid